1-(R)-tert-butyl (1-(4-bromophenyl)-2-((tert-butyldimethylsilyl)oxy) ethyl)carbamate BrC1=CC=C(C=C1)[C@H](CO[Si](C)(C)C(C)(C)C)NC(OC(C)(C)C)=O